1-bicyclo[1.1.1]pent-1-yl-3-[2-(2,2,2-trifluoro-ethoxy)-pyridin-4-ylmethyl]-urea C12(CC(C1)C2)NC(=O)NCC2=CC(=NC=C2)OCC(F)(F)F